C(C=CCC)OC(C(C)=O)CC=O 3-pent-2-enyloxypentane-2,5-dione